2-[(sulfinyl)methyl]Glutaric acid S(=O)=CC(C(=O)O)CCC(=O)O